FC=1C=C2C=NN(C2=CC1C=1C=2C(=NN(C2C=CC1)CC(=O)N(CC(=O)NCC(=O)OC(C)(C)C)C)C1CC2(CN(C2)C(CCC(C)=O)=O)C1)C tert-butyl N-(2-(5'-fluoro-1'-methyl-3-(2-(4-oxopentanoyl)-2-azaspiro[3.3]heptan-6-yl)-1H,1'H-[4,6'-biindazol]-1-yl)acetyl)-N-methylglycylglycinate